FC1=C(C=C(C=C1)[C@H]1NCCC1)C=1N=C2SC3=C(N2C1)C=CC(=C3)C(=O)NCCCN3CCC(CC3)F (S)-2-(2-fluoro-5-(pyrrolidin-2-yl)phenyl)-N-(3-(4-fluoropiperidin-1-yl)propyl)benzo[d]imidazo[2,1-b]thiazole-7-carboxamide